C(C)(C)(C)OC(=O)N1CCC(CCC1)C(C1=C(C=C(C(=C1)Cl)Cl)OCC=C)=O.FC=1C=C2CN(C(C2=CC1OCC1=NC=C(C=C1)OC)=O)C1=NC=C(N=C1)OC 5-fluoro-2-(5-methoxypyrazin-2-yl)-6-((5-methoxypyridin-2-yl)methoxy)isoindolin-1-one tert-butyl-4-[4,5-dichloro-2-(prop-2-en-1-yloxy)benzoyl]azepane-1-carboxylate